C1(=CC(=CC=C1)C1=CC(=NC2=CC=C(C=C12)CN(C(OC(C)(C)C)=O)C1CCOCC1)C=O)C1=CC=CC=C1 tert-butyl ((4-([1,1'-biphenyl]-3-yl)-2-formylquinolin-6-yl)methyl)(tetrahydro-2H-pyran-4-yl)carbamate